rel-(2S,3R,4R,5S)-3-(2-ethoxy-3,4-difluorophenyl)-4,5-dimethyl-N-(2-(methylsulfonyl)pyridin-4-yl)-5-(trifluoromethyl)tetrahydrofuran-2-carboxamide C(C)OC1=C(C=CC(=C1F)F)[C@@H]1[C@H](O[C@@]([C@@H]1C)(C(F)(F)F)C)C(=O)NC1=CC(=NC=C1)S(=O)(=O)C |o1:11,12,14,15|